O=C(CCC(=O)O)OCC1CC12C=CC=C2 4-oxo-4-(spiro[2.4]hept-4,6-dien-1-ylmethoxy)butyric acid